FC(F)(F)C=1C(=NOC1NC(=O)N)C1CC1 1-(trifluoromethyl-cyclopropyl-isoxazol-5-yl)urea